2-(4-((2-methoxynicotinamido)methyl)-3-methylphenyl)-9,10-dihydro-4H-benzo[d]pyrazolo[1,5-a][1,3]diazepine-3-carboxamide COC1=C(C(=O)NCC2=C(C=C(C=C2)C2=NN3C(NC4=C(CC3)C=CC=C4)=C2C(=O)N)C)C=CC=N1